(5s,8s)-8-(5-Bromo-6-methoxy-2H-indazol-2-yl)-2-methyl-2-azaspiro[4.5]decan-3-one BrC1=CC2=CN(N=C2C=C1OC)C1CCC2(CC(N(C2)C)=O)CC1